OC1=C(C=C(C=C1)O)P1OC2=CC=CC=C2C=2C=CC=CC12 10-(2',5'-dihydroxyphenyl)-9,10-dihydro-9-oxa-10-phosphaphenanthrene